benzyl (S)-7-(4-fluorobenzyl)-2-methyl-6-((((R)-tetrahydrofuran-3-yl) methyl) carbamoyl)-2,3-dihydro-1H-pyrido[2,3-b][1,4]oxazine-1-carboxylate FC1=CC=C(CC2=CC3=C(OC[C@@H](N3C(=O)OCC3=CC=CC=C3)C)N=C2C(NC[C@@H]2COCC2)=O)C=C1